CC(C#N)(C)C=1OC(=NN1)C1=CC2=C(C(C[C@@H](C(N2CC2=CC=C(C=C2)C2=NC=C(C=C2)C(F)(F)F)=O)N)(F)F)C=C1F 2-methyl-2-[5-[(3S)-3-amino-5,5,7-trifluoro-2-oxo-1-[[4-[5-(trifluoromethyl)-2-pyridyl]phenyl]methyl]-3,4-dihydro-1-benzazepin-8-yl]-1,3,4-oxadiazol-2-yl]propanenitrile